1-acetyl-N-(4-methoxyphenyl)-2-vinylcyclopropane-1-carboxamide C(C)(=O)C1(C(C1)C=C)C(=O)NC1=CC=C(C=C1)OC